2-nitrobiphenyl [N+](=O)([O-])C1=C(C=CC=C1)C1=CC=CC=C1